methyl 4-cyclopentyl-6-(4-((5-fluoro-2-methoxybenzamido) methyl) phenyl)-1H-pyrrolo[3,2-c]pyridine-7-carboxylate C1(CCCC1)C1=NC(=C(C2=C1C=CN2)C(=O)OC)C2=CC=C(C=C2)CNC(C2=C(C=CC(=C2)F)OC)=O